C(CCCCCCCC\C=C\C)SCCNC(CCNC([C@@H](C(COP(OP(OC[C@@H]1[C@H]([C@H]([C@@H](O1)N1C=NC=2C(N)=NC=NC12)O)OP(=O)(O)O)(=O)O)(=O)O)(C)C)O)=O)=O E-10-dodecenyl-CoA